ClC1=CC=C(C=C1)C=1C=C(C(N(N1)C=1C=NC=C(C1)F)=O)C(=O)N[C@H](CO)COC 6-(4-chlorophenyl)-2-(5-fluoropyridin-3-yl)-N-[(2R)-1-hydroxy-3-methoxyprop-2-yl]-3-oxo-2,3-dihydropyridazine-4-carboxamide